COC=1C=C2CCN(CC2=CC1OC)CCC1=CC=C(C=C1)N1N=C(N=N1)C1=C(N)C=C(C(=C1)OCC=1C=NC=CC1)OC 2-(2-(4-(2-(6,7-Dimethoxy-3,4-dihydroisoquinolin-2(1H)-yl)ethyl)phenyl)-2H-tetrazol-5-yl)-5-methoxy-4-(pyridin-3-ylmethoxy)aniline